7-cyano-4-fluoro-5-isopropylbenzo[b]thiophene-2-carboxylic acid C(#N)C1=CC(=C(C2=C1SC(=C2)C(=O)O)F)C(C)C